ClCCC[Si](O)(O)O (3-Chloropropyl)trihydroxysilane